8-methoxy-2-methylimidazo[1,2-a]pyrazin-6-amine hydrochloride Cl.COC=1C=2N(C=C(N1)N)C=C(N2)C